OCCN1CCN(CC1)C1=CC(=NC(=N1)C)NC=1SC(=CN1)C(=O)N 2-[[6-[4-(2-hydroxyethyl)piperazin-1-yl]-2-methylpyrimidin-4-yl]amino]-1,3-thiazole-5-carboxamide